(R)-2-((1H-pyrrolo[2,3-b]pyridin-5-yl)oxy)-4-(4-(1-bromo-6,7,8,9-tetrahydro-5H-benzo[7]annulen-5-yl)piperazin-1-yl)benzoic acid N1C=CC=2C1=NC=C(C2)OC2=C(C(=O)O)C=CC(=C2)N2CCN(CC2)[C@@H]2CCCCC1=C2C=CC=C1Br